FC1(CCC(C(C1)C(=O)OCC)=O)F ethyl 5,5-difluoro-2-oxocyclohexane-1-carboxylate